8-((8-oxo-8-(undecan-3-yloxy)octyl)(3-(propylsulfonamido)propyl)amino)caprylic acid heptadecan-9-yl ester CCCCCCCCC(CCCCCCCC)OC(CCCCCCCN(CCCNS(=O)(=O)CCC)CCCCCCCC(OC(CC)CCCCCCCC)=O)=O